BrC=1C(=C(C=C2C=CC(=NC12)C1CN(C1)C(=O)OC(C)(C)C)I)O tert-butyl 3-(8-bromo-7-hydroxy-6-iodoquinolin-2-yl)azetidine-1-carboxylate